N-hydroxy-2-(4,5,6,7-tetrahydro-3H-imidazo[4,5-c]pyridin-2-yl)isoindoline-4-carboxamide ONC(=O)C=1C=2CN(CC2C=CC1)C1=NC2=C(CNCC2)N1